3-[2-amino-5-(5-methyl-1H-pyrazolo[4,3-b]pyridin-7-yl)thiazol-4-yl]benzonitrile NC=1SC(=C(N1)C=1C=C(C#N)C=CC1)C1=C2C(=NC(=C1)C)C=NN2